2-{[(αr)-6-[4-(2-methylpentyl)-2,5-dioxoimidazolidin-1-yl]spiro[3.3]heptane-2-yl]oxy}pyridine-3-carboxamide nonyl-(2-(4-(tridecan-7-yl)-1,4-diazepan-1-yl)ethyl)hydrogenphosphate C(CCCCCCCC)C(COP(=O)(O)O)N1CCN(CCC1)C(CCCCCC)CCCCCC.CC(CC1NC(N(C1=O)C1CC2(CC(C2)OC2=NC=CC=C2C(=O)N)C1)=O)CCC